BrC=1C(=NC(=NC1)Cl)NC=1C=CC2=C(CCO2)C1N(S(=O)(=O)C)C N-(5-((5-bromo-2-chloropyrimidin-4-yl)amino)-2,3-dihydrobenzofuran-4-yl)-N-methylmethanesulfonamide